C(C)(C)(C)OC(=O)N(C1=CC=C(C=N1)B(O)O)C (6-((tert-butoxycarbonyl)(methyl)amino)pyridin-3-yl)boronic acid